FC=1C=NC(=NC1)C=1C=C(C=CC1C)NC(=O)N1[C@@H]2C[C@H](C[C@]1(C2)C2=NC=NC=N2)C (1S,3R,5R)-N-(3-(5-fluoropyrimidin-2-yl)-4-methylphenyl)-3-methyl-1-(1,3,5-triazin-2-yl)-6-azabicyclo[3.1.1]heptane-6-carboxamide